ethyl 4-(((3R,4R)-1-(cyclopentanecarbonyl)-4-methylpiperidin-3-yl)(methyl)amino)-1H-pyrrolo[2,3-b]pyridine-5-carboxylate C1(CCCC1)C(=O)N1C[C@@H]([C@@H](CC1)C)N(C1=C2C(=NC=C1C(=O)OCC)NC=C2)C